ClC1=CC=[C-]S1 5-chlorothiophene-2-ID